3-{4-[2-(dimethylamino)ethoxy]pyridin-3-yl}-2-[4-(4-methyl-4H-1,2,4-triazol-3-yl)piperidin-1-yl]benzonitrile CN(CCOC1=C(C=NC=C1)C=1C(=C(C#N)C=CC1)N1CCC(CC1)C1=NN=CN1C)C